(5-(3-Amino-4-methylphenyl)pyridin-2-yl)(4-methylpiperazin-1-yl)methanone NC=1C=C(C=CC1C)C=1C=CC(=NC1)C(=O)N1CCN(CC1)C